5-Nitroquinoline-4-carboxylic acid [N+](=O)([O-])C1=C2C(=CC=NC2=CC=C1)C(=O)O